4-(4-(3-(7-Chloroimidazo[1,2-a]pyridin-2-yl)-5-thioxo-1,5-dihydro-4H-1,2,4-triazol-4-yl)phenoxy)picolinic acid ClC1=CC=2N(C=C1)C=C(N2)C2=NNC(N2C2=CC=C(OC1=CC(=NC=C1)C(=O)O)C=C2)=S